BrC=1C(=NC(=NC1)C)/N=C/N(C)C (E)-N'-(5-bromo-2-methylpyrimidin-4-yl)-N,N-dimethylformamidine